N-(1-((5-cyanopyridin-2-yl)methyl)-1H-pyrazol-3-yl-4-d)-2-(4-(1-(trifluoromethyl)cyclopropyl)phenyl)acetamide C(#N)C=1C=CC(=NC1)CN1N=C(C(=C1)[2H])NC(CC1=CC=C(C=C1)C1(CC1)C(F)(F)F)=O